3-Ethyl-1-[3-(trimethoxysilyl)propyl]-1,2,4-triazole C(C)C1=NN(C=N1)CCC[Si](OC)(OC)OC